2-chloro-N-methyl-N-phenylquinazolin-4-amine ClC1=NC2=CC=CC=C2C(=N1)N(C1=CC=CC=C1)C